4-Amino-N-[(5-chloro-1-methyl-benzimidazol-2-yl)methyl]-7-fluoro-1-methyl-N-(2-oxo-1-piperidyl)pyrazolo[4,3-c]quinoline-8-carboxamide NC1=NC=2C=C(C(=CC2C2=C1C=NN2C)C(=O)N(N2C(CCCC2)=O)CC2=NC1=C(N2C)C=CC(=C1)Cl)F